CN(NC(CCCCCCCCC(=O)O)=O)C sebacic acid dimethyl hydrazide